C(C)C(C(C(=O)[O-])(F)F)N(CC)C1=NC(=NC=C1N)Cl Ethyl-((5-amino-2-chloropyrimidin-4-yl) (ethyl) amino)-2,2-difluoropropionate